4-(1-hydroxycyclopentyl)pyrimidine-2-carboxylic acid OC1(CCCC1)C1=NC(=NC=C1)C(=O)O